BrC1=C2C=CNC2=CC(=C1OC1=C(C=CC(=C1)C1=NN(C=C1F)CC1=CC=C(C=C1)OC)F)F 4-Bromo-6-fluoro-5-(2-fluoro-5-(4-fluoro-1-(4-methoxybenzyl)-1H-pyrazol-3-yl)phenoxy)-1H-indole